1-(5-(5-methyl-1,2,4-oxadiazol-3-yl)-2,3-dihydro-1H-inden-1-yl)-3-(pyrimidin-2-yl)urea CC1=NC(=NO1)C=1C=C2CCC(C2=CC1)NC(=O)NC1=NC=CC=N1